2-chloro-N-((1-(1-((4-chlorophenyl)amino)cyclopropane-1-carbonyl)piperidin-4-yl)methyl)acetamide ClCC(=O)NCC1CCN(CC1)C(=O)C1(CC1)NC1=CC=C(C=C1)Cl